C(C=C)(=O)OC1C2C=C(C(C1O)C2)C(=O)O 5-acryloyloxy-6-hydroxynorbornene-2-carboxylic acid